1-[4-(2-hydroxyethoxy)phenyl]-2-morpholinopropan-1-one OCCOC1=CC=C(C=C1)C(C(C)N1CCOCC1)=O